N-[5-[4-(2-methoxyphenyl)phenyl]thiazol-2-yl]-8-oxo-6,7-dihydro-5H-indolizine-5-carboxamide COC1=C(C=CC=C1)C1=CC=C(C=C1)C1=CN=C(S1)NC(=O)C1N2C=CC=C2C(CC1)=O